Trifluoromethyl-thianthrenium triflate salt [O-]S(=O)(=O)C(F)(F)F.FC(F)(F)C1=CC=CC=2[SH+]C3=CC=CC=C3SC12